2-methyl-2,3,4,5-tetrahydro-1H-benzo[d]azepin-7-ol CC1NCCC2=C(C1)C=CC(=C2)O